amino-2,4'-dihydroxy-1,1'-biphenyl NC=1C(=C(C=CC1)C1=CC=C(C=C1)O)O